S(=O)(=O)([O-])[O-].C(CN)N.C(CN)N.C(CN)N.[Fe+2] iron tris(ethylenediamine) sulfate